CC1=C(C=NC=2OCCNC21)NC2=C(C(NC=C2)=O)C(=O)NC2=CC=C(C=C2)N2C[C@H](N(CC2)C(CC)=O)C (R)-4-((8-methyl-2,3-dihydro-1H-pyrido[2,3-b][1,4]oxazin-7-yl)amino)-N-(4-(3-methyl-4-propionylpiperazin-1-yl)phenyl)-2-oxo-1,2-dihydropyridine-3-carboxamide